1-(7-bromo-2-(((R)-1,2-dimethylpyrrolidin-2-yl)methoxy)-8-fluoroquinazoline-4-yl)-3-methylpiperidin-3-ol BrC1=CC=C2C(=NC(=NC2=C1F)OC[C@@]1(N(CCC1)C)C)N1CC(CCC1)(O)C